1-(4-Bromo-3-fluoro-2-hydroxyphenyl)ethan-1-one BrC1=C(C(=C(C=C1)C(C)=O)O)F